CC1=C(OC2=C1C=C(C=C2)S(NCCC2=CC(=CC=C2)C(F)(F)F)(=O)=O)C(=O)O 3-methyl-5-(N-(3-(trifluoromethyl)phenethyl)sulfamoyl)benzofuran-2-carboxylic acid